1-(3-((4,4-bis(heptyloxy)butanoyl)oxy)-2-((((3-(diethylamino)propoxy)carbonyl)oxy)methyl)propyl) 9-decyl nonanedioate C(CCCCCCCC(=O)OCCCCCCCCCC)(=O)OCC(COC(CCC(OCCCCCCC)OCCCCCCC)=O)COC(=O)OCCCN(CC)CC